NC=1N=CC(=NC1OCC1=C(C(=CC=C1)F)C(F)(F)F)C1=CC=C(C=C1)C(=O)N1[C@@H](CCC1)CN1CCCC1 {4-[5-amino-6-(3-fluoro-2-trifluoromethyl-benzyloxy)-pyrazin-2-yl]-phenyl}-((S)-2-pyrrolidin-1-ylmethyl-pyrrolidin-1-yl)-methanone